O1CCC(=CC1)C1=C(C=CC=C1)C=1CCN(CC1)C(=O)OC(C)(C)C tert-butyl 4-(2-(3,6-dihydro-2H-pyran-4-yl) phenyl)-3,6-dihydropyridine-1(2H)-carboxylate